ClC1=NC=NC(=C1C=O)Cl 4,6-Dichloropyrimidin-5-carbaldehyde